(S)-2-(2-fluorophenyl)-3-hydroxy-1-(2-((1-(3,3,3-trifluoropropyl)-1H-pyrazol-4-yl)sulfonyl)-2,6-dihydropyrrolo[3,4-c]pyrazol-5(4H)-yl)propan-1-one FC1=C(C=CC=C1)[C@H](C(=O)N1CC2=NN(C=C2C1)S(=O)(=O)C=1C=NN(C1)CCC(F)(F)F)CO